C(SC)(OCC1COCC1C)=S S-methyl O-((4-methyltetrahydrofuran-3-yl) methyl) dithiocarbonate